3,3'-undecamethylenebis(5-methylthio-1,2,4-triazole) CSC1=NC(=NN1)CCCCCCCCCCCC1=NNC(=N1)SC